((1,4-dioxan-2-yl)methoxy)-2-(4-(6-methylpyridin-3-yl)phenyl)pyrimidin-4(3H)-one O1C(COCC1)CON1C(=NC=CC1=O)C1=CC=C(C=C1)C=1C=NC(=CC1)C